5-chloro-2-methyl-N-((1r,4r)-4-((2-oxo-3-(6-(trifluoromethyl)pyridin-3-yl)-2,3-dihydro-1H-benzo[d]imidazol-1-yl)methyl)cyclohexyl)nicotinamide ClC=1C=NC(=C(C(=O)NC2CCC(CC2)CN2C(N(C3=C2C=CC=C3)C=3C=NC(=CC3)C(F)(F)F)=O)C1)C